oxaazabicyclo[3.2.0]Heptane N12OCCC2CC1